COC1=CC=C(COC=2C=C(C(=O)N)C=CC2)C=C1 3-(4-methoxybenzyloxy)benzamide